ClC=1C(=CC2=C(N(C(NC2=O)=O)C[C@H]2N(CCC2)C)N1)F (S)-7-chloro-6-fluoro-1-((1-methylpyrrolidin-2-yl)methyl)pyrido[2,3-d]pyrimidine-2,4(1H,3H)-dione